FC1=C(C=CC=C1)CS(=O)(=O)CC1=C(C=CC=C1)F bis[(2-fluorophenyl)methyl] sulfone